COC(C1=CC(=C(C=C1)C1=NC(=CC2=C1C=CO2)Cl)F)=O.C2(CC2)C=2C(=NOC2)C2=C(C=CC=C2Cl)Cl cyclopropyl-3-(2,6-dichlorophenyl)isoxazole methyl-4-(6-chlorofuro[3,2-c]pyridin-4-yl)-3-fluorobenzoate